ClC=1C=C(C=NC1[C@H]1OCCC1)NC(=O)C=1C=NN(C1C(F)(F)F)C1=CC=C(C=2N1C=CN2)Cl (S)-N-(5-chloro-6-(tetrahydrofuran-2-yl)pyridin-3-yl)-1-(8-chloroimidazo[1,2-a]Pyridin-5-yl)-5-(trifluoromethyl)-1H-pyrazole-4-carboxamide